(S)-6-(2,6-dichloro-3,5-dimethoxyphenyl)-N-(3,3-dimethylbut-2-yl)-2-(methylthio)pyrido[3,4-d]pyrimidine-8-amine ClC1=C(C(=C(C=C1OC)OC)Cl)C1=CC2=C(N=C(N=C2)SC)C(=N1)N[C@@H](C)C(C)(C)C